C(C)(=O)C1=NN(C2=CC=C(C=C12)C=1C=NC(=NC1)OC)CC(=O)N1[C@@H]2C[C@@H]2C[C@H]1C(=O)NC1=NC(=CC(=C1)OC)Br (1R,3S,5R)-2-(2-(3-acetyl-5-(2-methoxypyrimidin-5-yl)-1H-indazol-1-yl)acetyl)-N-(6-bromo-4-methoxypyridin-2-yl)-2-azabicyclo[3.1.0]hexane-3-carboxamide